[C@H]12COC[C@@H]2C1N1N=C2N=C(C=NC2=C1)C1=C(C=C(C=C1C)Cl)O 2-(2-((1R,5S,6r)-3-oxabicyclo[3.1.0]hexan-6-yl)-2H-pyrazolo[3,4-b]pyrazin-6-yl)-5-chloro-3-methylphenol